(6R,7aS)-6-benzyloxy-5,6,7,7a-tetrahydropyrrolo[1,2-c]imidazole-1,3-dione C(C1=CC=CC=C1)O[C@@H]1C[C@@H]2N(C(NC2=O)=O)C1